Triallylamin C(C=C)N(CC=C)CC=C